CC=1C(=NN(C1)COCC[Si](C)(C)C)CN (4-Methyl-1-((2-(trimethylsilyl)ethoxy)methyl)-1H-pyrazol-3-yl)methylamine